N-((S)-(7-((R)-Cyclopropyl(2-(3,3-difluorocyclobutyl)acetamido)methyl)imidazo[1,2-a]pyrimidin-2-yl)(4,4-difluorocyclohexyl)methyl)-4-(2,2,2-trifluoroethyl)isoxazole-3-carboxamide C1(CC1)[C@H](C1=NC=2N(C=C1)C=C(N2)[C@@H](NC(=O)C2=NOC=C2CC(F)(F)F)C2CCC(CC2)(F)F)NC(CC2CC(C2)(F)F)=O